methyl 2-hydroxy-3-methylbutyrate 3-methoxybutyl-acetate COC(CCOC(C)=O)C.OC(C(=O)OC)C(C)C